CN(C(=O)N1C(CCCC1)C)CC1=C(C(=CC(=C1)F)F)F N,2-dimethyl-N-(2,3,5-trifluorobenzyl)piperidine-1-carboxamide